C(C)(C)(C)C1=CC=C(C=C1)N(C(=O)[C@@H]1N(C[C@@H](C1)OC1=CC=CC=C1)C#N)C(C(=O)NC1CCCCC1)C=1C=NC=CC1 (2R,4R)-N-(4-(tert-butyl)phenyl)-1-cyano-N-(2-(cyclohexylamino)-2-oxo-1-(pyridin-3-yl)ethyl)-4-phenoxypyrrolidine-2-carboxamide